(R)-(5-(3-fluoropyridin-2-yl)-1,3,4-oxadiazol-2-yl)(4-(7-(trifluoromethyl)pyrazolo[1,5-a]pyridin-2-yl)-6,7-dihydro-1H-imidazo[4,5-c]pyridin-5(4H)-yl)methanone FC=1C(=NC=CC1)C1=NN=C(O1)C(=O)N1[C@H](C2=C(CC1)NC=N2)C2=NN1C(C=CC=C1C(F)(F)F)=C2